methyl (2-(2,2,7-trifluoro-3-oxo-6-(perfluorophenyl)-2,3-dihydro-4H-benzo[b][1,4]oxazin-4-yl)acetyl)-D-prolinate FC1(C(N(C2=C(O1)C=C(C(=C2)C2=C(C(=C(C(=C2F)F)F)F)F)F)CC(=O)N2[C@H](CCC2)C(=O)OC)=O)F